C(C)C1N(C=2C3=C1C=CN=C3C(=CC2N)N)NC(=O)OC(C)(C)C ethyl-1-tert-butoxycarbonylamino-6,8-diaminopyrrolo[4,3,2-de]quinoline